(S)-N-(1-(6-ethynyl-2,5-dioxo-4-phenyl-1,2,4,5-tetrahydropyrrolo[4,3,2-de]isoquinolin-3-yl)ethyl)-2-((N-methylsulfamoyl)amino)pyrazolo[1,5-a]pyrimidine-3-carboxamide C(#C)C1=CC=C2C=3C(=C(N(C(C13)=O)C1=CC=CC=C1)[C@H](C)NC(=O)C=1C(=NN3C1N=CC=C3)NS(NC)(=O)=O)C(N2)=O